COCC(=O)NC1(CC1)C1=C(OC2=C1C=C(C=C2)OCC=2C(=NC=CC2)C(F)(F)F)C 2-methoxy-N-[1-(2-methyl-5-{[2-(trifluoromethyl)pyridin-3-yl]methoxy}-1-benzofuran-3-yl)cyclopropyl]acetamide